methyl-butyrylnaphthalene CC1=C(C2=CC=CC=C2C=C1)C(CCC)=O